CC1(OB(OC1(C)C)C1=CC=C(C=C1)C=1C=CC=C2C=C3C=CC=CC3=CC12)C 8-(4-(4,4,5,5-tetramethyl-1,3,2-dioxaborolan-2-yl)phenyl)anthracene